4-[6-(2,3-dihydro-benzo[1,4]dioxin-5-yl)-2-methoxy-pyridin-3-ylamino]-benzoic acid O1CCOC2=C1C=CC=C2C2=CC=C(C(=N2)OC)NC2=CC=C(C(=O)O)C=C2